1,4-bis(2-ethylhexyl) succinate sodium [Na].C(CCC(=O)OCC(CCCC)CC)(=O)OCC(CCCC)CC